2-chloro-6,7-dimethyl-4-phenyl-pyrido[2,3-d]pyrimidine ClC=1N=C(C2=C(N1)N=C(C(=C2)C)C)C2=CC=CC=C2